(5-Chloro-1-methyl-3-(5-methylisoxazol-3-yl)-1H-pyrazol-4-yl)(2-(3,3-dimethylbutyl)-2,6-diazaspiro[3.5]nonan-6-yl)methanone ClC1=C(C(=NN1C)C1=NOC(=C1)C)C(=O)N1CC2(CN(C2)CCC(C)(C)C)CCC1